ClC1=CC(=CC=2C=CB(OC21)O)NC2=NN(C=C2C(=O)N)[C@@H]2COCC[C@H]2C#N 3-[(8-chloro-2-hydroxy-1,2-benzoxaborinin-6-yl)amino]-1-[trans-4-cyanotetrahydro-2H-pyran-3-yl]pyrazole-4-carboxamide